3-ethynyl-2-methoxy-tetrahydrofuran-3-ol C(#C)C1(C(OCC1)OC)O